FC1(CC12CN(C2)C)F 1,1-Difluoro-5-methyl-5-azaspiro[2.3]hexan